1,3,5-Tris(N-carbazolyl)benzol C1=CC=CC=2C3=CC=CC=C3N(C12)C1=CC(=CC(=C1)N1C2=CC=CC=C2C=2C=CC=CC12)N1C2=CC=CC=C2C=2C=CC=CC12